2-(2,4-Dimethylphenyl)-4-phenylimidazole CC1=C(C=CC(=C1)C)C=1NC=C(N1)C1=CC=CC=C1